di-n-propyl 4-cyclohexene-1,2-dicarboxylate C1(C(CC=CC1)C(=O)OCCC)C(=O)OCCC